methyl 5-methoxy-4-((2-methylallyl) oxy)-2-nitrobenzoate COC=1C(=CC(=C(C(=O)OC)C1)[N+](=O)[O-])OCC(=C)C